C(C)OC(=O)C=1N(C=C(C1N=[N+]=[N-])C#N)C1=CC=C(C=C1)OC 3-azido-4-cyano-1-(4-methoxyphenyl)-1H-pyrrole-2-carboxylic acid ethyl ester